CN1N=C(C2=CC(=CC=C12)C)C(=O)N1C[C@@](CCC1)(C1=CC=C(C=C1)C)C1=NC=CC=C1 (R)-(1,5-dimethyl-1H-indazol-3-yl)(3-(pyridin-2-yl)-3-(p-tolyl)piperidin-1-yl)methanone